ClC1=CC=C(C=C1)[C@H]([C@H]1O[C@H]([C@@H]([C@@H]1O)O)N1C=2NC=NC(C2N=C1)=NN)O (2R,3S,4R,5R)-2-((R)-(4-chlorophenyl)(hydroxy)methyl)-5-(6-hydrazineylidene-3,6-dihydro-9H-purin-9-yl)tetrahydrofuran-3,4-diol